[Cl-].[Cl-].C[SiH](C)[Hf+2](NC(C)(C)C)C1=CC=CC=2C3=CC=CC=C3CC12 dimethylsilyl-fluorenyl-t-butylamino-hafnium dichloride